indolonaphthooxazole N=1COC=2C1C1=C3C(C=CC1=CC2)=NC=2C=CC=CC23